(S)-N-(3-(2-((1,5-dimethyl-1H-pyrazol-3-yl)amino)-5-methylpyrimidin-4-yl)-1H-indol-7-yl)-2-(3-((5-pentylpyrimidin-2-yl)oxy)pyrrolidin-1-yl)acetamide CN1N=C(C=C1C)NC1=NC=C(C(=N1)C1=CNC2=C(C=CC=C12)NC(CN1C[C@H](CC1)OC1=NC=C(C=N1)CCCCC)=O)C